COC=1C=C(C=CC1OC)CC(CCC=C)O (3,4-dimethoxyphenyl)hex-5-en-2-ol